C1(=C(C=CC=C1)C1=C(C(=NN=N1)C1=C(C2=C(SC3=C2C=CC=C3)C=C1)C1=CC=CC=C1)C1=C(C=CC=C1)C1=CC=CC=C1)C1=CC=CC=C1 [di(biphenylyl)triazinyl]phenyldibenzothiophene